C1C2C=CC1C=C2 norbornadiene